tert-butyl (S)-(1-(3-(4-chloro-3-(N-(4-methoxybenzyl)methylsulfonamido)-1-methyl-1H-indazol-7-yl)-5-methoxy-4-oxo-3,4-dihydroquinazolin-2-yl)-2-(3,5-difluorophenyl)ethyl)carbamate ClC1=C2C(=NN(C2=C(C=C1)N1C(=NC2=CC=CC(=C2C1=O)OC)[C@H](CC1=CC(=CC(=C1)F)F)NC(OC(C)(C)C)=O)C)N(S(=O)(=O)C)CC1=CC=C(C=C1)OC